tert-butyl trans-4-((3-chloro-5-(trifluoromethyl)pyrazin-2-yl)amino)-3-ethylpiperidine-1-carboxylate ClC=1C(=NC=C(N1)C(F)(F)F)N[C@H]1[C@@H](CN(CC1)C(=O)OC(C)(C)C)CC